C(C)(=O)N1CCC(CC1)(OCC)C=1C(N(C2=C(C(=NC(=C2C1)Cl)C)O[C@H]1CN(CC1)C)C)=O (R)-3-(1-acetyl-4-ethoxypiperidin-4-yl)-5-chloro-1,7-dimethyl-8-((1-methylpyrrolidine-3-yl)oxy)-1,6-naphthyridin-2(1H)-one